1-((8-(3-amino-2,2-dimethyl-3-oxopropyl)-6-cyclopropylimidazo[1,2-a]pyridin-2-yl)methyl)-N-(2,6-difluoro-3-methoxybenzyl)-1H-1,2,3-triazole-4-carboxamide NC(C(CC=1C=2N(C=C(C1)C1CC1)C=C(N2)CN2N=NC(=C2)C(=O)NCC2=C(C(=CC=C2F)OC)F)(C)C)=O